bis(2,4-di-t-butyl-6-methylphenyl)pentaerythritol diphosphite OP(O)OP(O)O.C(C)(C)(C)C1=C(C(=CC(=C1)C(C)(C)C)C)C(O)(C(CO)(CO)CO)C1=C(C=C(C=C1C)C(C)(C)C)C(C)(C)C